BrC=1C=C(C=CC1)C=1C(=C(NC1)CC1CC1)CC1=CC(=C(C=C1)S(=O)(=O)N(CC1=CC=C(C=C1)OC)CC1=CC=C(C=C1)OC)F 4-((4-(3-bromophenyl)-2-(cyclopropylmethyl)-1H-pyrrol-3-yl)methyl)-2-fluoro-N,N-bis(4-methoxybenzyl)benzenesulfonamide